tert-butyl 6'-(D-prolylamino)[3,3'-bipyridine]-6-carboxylate N1[C@H](CCC1)C(=O)NC1=CC=C(C=N1)C=1C=NC(=CC1)C(=O)OC(C)(C)C